NC1=CC(=C(C(=C1C(=O)O)C)Cl)OC(F)(F)F 6-amino-3-chloro-2-meth-yl-4-(tri-fluoro-methoxy)benzoic acid